(2S,4S)-1-(9H-fluoren-9-ylmethoxycarbonyl)-4-phenylpyrrolidin-2-carboxylic acid C1=CC=CC=2C3=CC=CC=C3C(C12)COC(=O)N1[C@@H](C[C@H](C1)C1=CC=CC=C1)C(=O)O